C(C)(C)(C)C1=CC(=CC2=CC=CC=C12)C=1SC2=C(N1)C=CC=C2 2-(4-(tert-butyl)naphthalen-2-yl)benzo[d]thiazole